O=C([C@@H]1[C@H]([C@H]([C@@H](O1)N1CNC=2C(=O)NC(N)=NC12)O)O)O oxo-7,8-dihydro-guanosine